N-(5-(4-hydroxyphenyl)thiazol-2-yl)-7-(3,3,3-trifluoro-2,2-dihydroxypropanamido)heptanamide OC1=CC=C(C=C1)C1=CN=C(S1)NC(CCCCCCNC(C(C(F)(F)F)(O)O)=O)=O